OCCN1CCN(CC1)C=1C=CC2=C(NC(=N2)C2=CC(=CN2)C(=O)C2=C(C=CC=C2)C(F)(F)F)C1 (5-(6-(4-(2-hydroxyethyl)piperazin-1-yl)-1H-benzo[d]imidazol-2-yl)-1H-pyrrol-3-yl)(2-(trifluoromethyl)phenyl)methanone